(E)-β-(3,4,5-trimethoxyphenyl)acryloyl chloride COC=1C=C(C=C(C1OC)OC)/C=C/C(=O)Cl